O.C(C=O)(=O)O Glyoxylate hydrate